Cl.FC=1C=C(C=C(C1)C=1C=NN(C1)C1=NC=C(C=C1)I)CN (3-fluoro-5-(1-(5-iodopyridin-2-yl)-1H-pyrazol-4-yl)phenyl)methanamine, hydrochloride